C(C)(C)(C)C1=NC(=NO1)C(=O)NCC1=C(C=C(C=C1)C1=CC(=NC=C1)NC(=O)[C@@H]1[C@H](C1)C)C 5-(tert-butyl)-N-(2-methyl-4-(2-((1S,2S)-2-methylcyclopropane-1-carboxamido)pyridin-4-yl)benzyl)-1,2,4-oxadiazole-3-carboxamide